1-{(1S,4S)-5-[2-methyl-4-({(1R)-1-[2-methyl-3-(trifluoromethyl)phenyl]ethyl}amino)pyrido[2,3-d]pyrimidin-6-yl]-2,5-diazabicyclo[2.2.1]heptan-2-yl}ethan-1-one CC=1N=C(C2=C(N1)N=CC(=C2)N2[C@@H]1CN([C@H](C2)C1)C(C)=O)N[C@H](C)C1=C(C(=CC=C1)C(F)(F)F)C